C[C@H]1CN(C[C@H](N1)C)C1=C(C=C2C(C=CN3C2=C1OCC3C)=O)F 10-((3S,5R)-3,5-dimethylpiperazin-1-yl)-9-fluoro-3-methyl-2H-[1,4]oxazino[2,3,4-ij]quinolin-7(3H)-one